COC1=C(CNC2=NC=3C(=CC(=CC3C=3N2N=C(N3)[C@@H]3CC[C@@H](N(C3)C(=O)C3CC(C3)(C)O)C)F)F)C=CC(=C1)OC ((2S,5R)-5-(5-((2,4-dimethoxybenzyl)amino)-7,9-difluoro-[1,2,4]triazolo[1,5-c]quinazolin-2-yl)-2-methylpiperidin-1-yl)((1S,3R)-3-hydroxy-3-methylcyclobutyl)methanone